ClC1=CC=C(C=C1)C=1N=C2N(C=CC=C2)C1CN1CCN(CC1)C(=O)C1=NC(=CC=C1)OC(F)F (4-{[2-(4-chlorophenyl)imidazo[1,2-a]pyridin-3-yl]methyl}piperazin-1-yl)[6-(difluoromethoxy)pyridin-2-yl]methanone